N=1NC=C2C1CCC2 2,4,5,6-tetrahydrocyclopenta[c]pyrazole